C(C)(C)(C)C1=C(C(=C(C=C1)C(C)C)C(C)C)C(C)(C)C Di-tert-butyl-di-isopropyl-benzene